ClC1=CC2=C(NC(=N2)CO)C(=C1C1=C(C=CC=C1)OCC)Cl (5,7-dichloro-6-(2-ethoxyphenyl)-1H-benzo[d]imidazol-2-yl)methanol